aminohydroxyethyl methacrylate C(C(=C)C)(=O)OCC(O)N